(2-ethyl-5-methoxy-4-nitrophenyl)-2,7-diazaspiro[3.5]nonane-2-carboxylic acid tert-butyl ester C(C)(C)(C)OC(=O)N1C(C2(C1)CCNCC2)C2=C(C=C(C(=C2)OC)[N+](=O)[O-])CC